CN1N=CC2=CC=C(C=C12)C=1C2=C(NN1)C1=C(C2)SC(=C1)C=1C=C(C=NC1)C(=O)N1CCOCC1 (5-(3-(1-methyl-1H-indazol-6-yl)-1,4-dihydrothieno[2',3':4,5]cyclopenta[1,2-c]pyrazol-6-yl)pyridin-3-yl)(morpholino)methanone